BrC1=CNC2=NC=CN=C21 7-bromo-5H-pyrrolo[2,3-b]pyrazine